N-[(3S)-3-Aminopyrrolidin-1-yl]sulfonyl-6-(2-methoxyphenyl)-2-[(4S)-2,2,4-trimethylpyrrolidin-1-yl]pyridin-3-carboxamid N[C@@H]1CN(CC1)S(=O)(=O)NC(=O)C=1C(=NC(=CC1)C1=C(C=CC=C1)OC)N1C(C[C@@H](C1)C)(C)C